1-(3-(2,4-dichlorophenyl)-2-oxopropyl)-1H-indole-3-carbaldehyde ClC1=C(C=CC(=C1)Cl)CC(CN1C=C(C2=CC=CC=C12)C=O)=O